CC1OC2=C(C(=NC(=C2)SC)C2=CNC3=CN=C(C=C32)NC(C)=O)OC1 N-(3-(2-methyl-7-(methylthio)-2,3-dihydro-[1,4]dioxino[2,3-c]pyridin-5-yl)-1H-pyrrolo[2,3-c]pyridin-5-yl)acetamide